(R)-4-(methylsulfanyl)butan-2-ol CSCC[C@@H](C)O